C1(=CC=CC=C1)NCCNC1=CC=CC=C1 (1R,2R)-diphenyl-ethylenediamine